CN1C2=C(SCC1=O)C=CC(=C2)C(=O)O 4-methyl-3-oxo-3,4-dihydro-2H-benzo[b][1,4]thiazine-6-carboxylic acid